C(C1=CC=CC=C1)C1(CC(=NO1)COCC1=C(C=CC(=C1)Cl)Cl)C(=O)OC methyl 5-benzyl-3-(((2,5-dichlorobenzyl)oxy)methyl)-4,5-dihydroisoxazole-5-carboxylate